C(C)(C)(C)OC(N(CC)C=1C=C(CC2C(C(NC12)=O)(CC)Br)F)=O N-(3-bromo-3-ethyl-5-fluoro-2-oxo-dihydro-indol-7-yl)-N-ethyl-carbamic acid tert-butyl ester